N-(3-(6-fluoro-1H-imidazo[4,5-c]pyridin-2-yl)phenyl)-[2,3'-bipyridin]-6'-amine FC1=CC2=C(C=N1)N=C(N2)C=2C=C(C=CC2)NC2=CC=C(C=N2)C2=NC=CC=C2